L-histidine-d3 N([C@@](CC1=CNC=N1)(C(=O)O)[2H])([2H])[2H]